3-fluoro-4-(trifluoromethyl)phenyl-[4,4'-bipyridine] hexafluorophosphate F[P-](F)(F)(F)(F)F.FC=1C=C(C=CC1C(F)(F)F)C1=NC=CC(=C1)C1=CC=NC=C1